tetrafluorophosphine phosphate P(=O)(O)(O)O.FP(F)(F)F